3-(4-methylphenyl)-1-isopropyl-2,4-dioxo-1,2,3,4-tetrahydropyrimidine-5-carboxamide CC1=CC=C(C=C1)N1C(N(C=C(C1=O)C(=O)N)C(C)C)=O